CC=1C=C(C(=NC1)C(=O)N1[C@@H]2[C@@H](C[C@H](C1)C2)OC2=NC=C(C=C2)C(F)(F)F)N2N=NC=C2 (5-methyl-3-(1H-1,2,3-triazol-1-yl)pyridin-2-yl)((1S,4R,6R)-6-((5-(trifluoromethyl)pyridin-2-yl)oxy)-2-azabicyclo[2.2.1]heptan-2-yl)methanone